Diethyl (E)-(3-(4-hydroxyphenyl)acryloyl)-L-glutamate OC1=CC=C(C=C1)/C=C/C(=O)N[C@@H](CCC(=O)OCC)C(=O)OCC